C(C=CC=CCCCC)CC(=O)[O-] non-2,4-dien-1-ylacetate